FC(C(=O)O)(F)F.FC(C(=O)O)(F)F.CC1=C(C(=CC(=C1)C=1CCNCC1)C)C=1OC(=NN1)C1=CC=C(C=C1)C=1CCNCC1 2-(2,6-dimethyl-4-(1,2,3,6-tetrahydropyridin-4-yl)phenyl)-5-(4-(1,2,3,6-tetrahydropyridin-4-yl)phenyl)-1,3,4-oxadiazole bistrifluoroacetic acid salt